O[C@H](C(=O)OCC=C)C (S)-allyl 2-hydroxypropanoate